3-amino-1-methylaminobutane NC(CCNC)C